5-[4-(2-cyclopentyloxy-3-pyridinyl)-2,6-difluoro-phenyl]hexanoic acid C1(CCCC1)OC1=NC=CC=C1C1=CC(=C(C(=C1)F)C(CCCC(=O)O)C)F